(S)-4-((6-cyanopyridin-2-yl)methyl)-N-(7-((3-hydroxyoxetan-3-yl)ethynyl)-5-methyl-4-oxo-2,3,4,5-tetrahydrobenzo[b][1,4]oxazepin-3-yl)picolinamide C(#N)C1=CC=CC(=N1)CC1=CC(=NC=C1)C(=O)N[C@@H]1C(N(C2=C(OC1)C=CC(=C2)C#CC2(COC2)O)C)=O